BrC1=CC(N(C=C1I)CCOC(F)F)=O 4-bromo-1-(2-(difluoromethoxy)ethyl)-5-iodopyridin-2(1H)-one